CC1N(C2=CC=CC=C2CC1)C(=O)[O-] 2-methyl-1,2,3,4-tetrahydroquinoline-1-carboxylate